C1(=CC=C(C=C1)N(C1=CC=C(C=C1)C1=CC=C(C=C1)C1=CC=CC=C1)C1=CC=C(C=C1)C1=CC(=C(C=C1)C1=CC=CC=C1)C1=CC=CC=C1)C1=CC=CC=C1 biphenyl-4-yl-(2'-phenyl-[1,1':4',1'']terphenyl-4''-yl)-([1,1':4',1'']terphenyl-4''-yl)-amine